FC1=CC=C(C=C1)S(=O)(=O)N1CC2=C(C1)CN(C2)C(=O)NCC2=CC=C(C=C2)F 5-(4-Fluorobenzenesulfonyl)-N-[(4-fluorophenyl)methyl]-1H,2H,3H,4H,5H,6H-pyrrolo[3,4-c]pyrrole-2-carboxamide